1-tert-Butyldimethylsilanyloxy-3-n-butyl-3-hydroxy-4-chloro-2,3-dihydro-isoindole [Si](C)(C)(C(C)(C)C)OC1NC(C2=C(C=CC=C12)Cl)(O)CCCC